5,5,5',5'-tetramethyl-2,2'-bi-1,3,2-dioxaborinane CC1(COB(OC1)B1OCC(CO1)(C)C)C